benzyl N-({1-[3-(4,6-difluoro-1H-1,3-benzodiazol-2-yl)-5-(3-fluoro-5-methylphenyl)pyridin-4-yl]-3-hydroxyazetidin-3-yl}methyl)carbamate FC1=CC(=CC=2NC(=NC21)C=2C=NC=C(C2N2CC(C2)(O)CNC(OCC2=CC=CC=C2)=O)C2=CC(=CC(=C2)C)F)F